4-(1-phenyl-2-(p-tolylthio)ethyl)pyridine C1(=CC=CC=C1)C(CSC1=CC=C(C=C1)C)C1=CC=NC=C1